ClC1=C(C=CC(=C1)Cl)C=1C=C(C=C2C=C(N=NC12)OC)C 8-(2,4-dichlorophenyl)-3-methoxy-6-methyl-cinnoline